(3-hydroxypyrrolidin-1-yl)methanon OC1CN(CC1)C=O